[C@H]12CN(C[C@@H]2COC1)C1=C2C=NN(C2=CC(=C1)S(=O)(=O)NC1(CC1)C#N)C=1SC(=NN1)C(F)F 1-[({4-((1S,5R)-7-oxa-3-azabicyclo[3.3.0]oct-3-yl)-1-[5-(difluoromethyl)(1,3,4-thiadiazol-2-yl)]-1H-indazol-6-yl}sulfonyl)amino]cyclopropanecarbonitrile